(1S,3S)-3-((5-(5-(((butoxycarbonyl)amino)methyl)-1-methyl-1H-pyrazol-4-yl)-3-methylpyrazin-2-yl)oxy)cyclohexane-1-carboxylic acid C(CCC)OC(=O)NCC1=C(C=NN1C)C=1N=C(C(=NC1)O[C@@H]1C[C@H](CCC1)C(=O)O)C